C(CCCCCCC\C=C/CCCCCCCC)O (Z)-octadeca-9-enol